tert-butyl [(2S)-5-[(tert-butylcarbonyl)amino]-1-oxo-1-(piperazin-1-yl)pentan-2-yl]carbamate C(C)(C)(C)C(=O)NCCC[C@@H](C(N1CCNCC1)=O)NC(OC(C)(C)C)=O